5-fluoro-7-(4-(2-(2-oxo-1,2-dihydroquinolin-7-yl)ethyl)piperazin-1-yl)benzo[b]thiophene-2-carboxamide FC1=CC2=C(SC(=C2)C(=O)N)C(=C1)N1CCN(CC1)CCC1=CC=C2C=CC(NC2=C1)=O